palladium (2-dicyclohexylphosphino-2',4',6'-triisopropyl-1,1'-biphenyl) C1(CCCCC1)P(C1=C(C=CC=C1)C1=C(C=C(C=C1C(C)C)C(C)C)C(C)C)C1CCCCC1.[Pd]